4-[4-(1,3-benzothiazol-2-yloxy)-3-methoxyphenyl]-1,1,1-trifluoro-2-methylbutan-2-ol S1C(=NC2=C1C=CC=C2)OC2=C(C=C(C=C2)CCC(C(F)(F)F)(O)C)OC